3,3-dimethylquinoline-2,4(1H,3H)-dione CC1(C(NC2=CC=CC=C2C1=O)=O)C